ClC=1N=C(C2=C(N1)C(=CC(=N2)OC2=CC=C(C=C2)F)C2=CC=CC=C2)Cl 2,4-dichloro-6-(4-fluorophenoxy)-8-phenylpyrido[3,2-d]pyrimidine